C(CCCCCCC)/C(/C(=O)[O-])=C/C(=O)[O-].C(CCCCCCC)/C(/C(=O)[O-])=C/C(=O)[O-].C(CCC)[Sn+4]CCCC di-n-butyltin bis(n-octylmaleate)